3-isopropyl-N,N-dimethyl-5,6,7,8-tetrahydro-4H-pyrazolo[1,5-a][1,4]diazepine-2-carboxamide C(C)(C)C=1C(=NN2C1CNCCC2)C(=O)N(C)C